CC=1C(C2=CC=CC(=C2C(C1)=O)O)=O 2-methyl-5-hydroxy-1,4-naphthoquinone